7-Chloro-1-(5,6-dimethoxypyridin-3-yl)-2-(3-(dimethylamino)propyl)-1,2-dihydrochromeno[2,3-c]pyrrole-3,9-dione ClC1=CC=2C(C3=C(C(N(C3C=3C=NC(=C(C3)OC)OC)CCCN(C)C)=O)OC2C=C1)=O